N-(3-((4-methylpiperazin-1-yl)methyl)-5-(trifluoromethyl)phenyl)-6-(pyridin-3-ylmethyl)-4,5,6,7-tetrahydrothieno[2,3-c]pyridine-3-carboxamide CN1CCN(CC1)CC=1C=C(C=C(C1)C(F)(F)F)NC(=O)C1=CSC=2CN(CCC21)CC=2C=NC=CC2